CC=1C=C2C(C=C(OC2=C(C1)[C@@H](C)NC1=C(C(=O)O)C=CC=C1)C1=CC2=CN(N=C2C(=C1)C(F)(F)F)C)=O 2-[[(1R)-1-[6-Methyl-2-[2-methyl-7-(trifluoromethyl)indazol-5-yl]-4-oxo-chromen-8-yl]ethyl]amino]benzoic acid